CC(CCC(C=1N=NNN1)NC1=NC=NC2=CC=C(C=C12)OC)C [4-methyl-1-(2H-tetraazol-5-yl)pentyl](6-methoxy-4-quinazolinyl)amine